beta-L-gulfuranose O[C@@H]1[C@@H](O)[C@@H](O)[C@H](O1)[C@@H](O)CO